2-(5-(2-methyl-6-(1-methyl-5-((2-oxo-5-propylpyridin-1(2H)-yl)methyl)-1H-1,2,3-triazol-4-yl)pyridin-3-yl)tetrahydro-2H-pyran-3-yl)acetic acid CC1=NC(=CC=C1C1CC(COC1)CC(=O)O)C=1N=NN(C1CN1C(C=CC(=C1)CCC)=O)C